4-(2-chloro-pyrimidin-5-yl)-3,6-dihydro-2H-pyridine-1-carboxylic acid tert-butyl ester C(C)(C)(C)OC(=O)N1CCC(=CC1)C=1C=NC(=NC1)Cl